FC(C=1N=CC2=C(N1)CN(CC2)C(=O)[C@@H]2CC21CCN(CC1)C(=O)OC(C(F)(F)F)C(F)(F)F)(F)F |o1:14| 1,1,1,3,3,3-hexafluoropropan-2-yl (R or S)-1-(2-(trifluoromethyl)-5,6,7,8-tetrahydropyrido[3,4-d]pyrimidine-7-carbonyl)-6-azaspiro[2.5]octane-6-carboxylate